3-((4-((3-chloro-2-fluorophenyl)amino)-6-nitroquinazolin-7-yl)ethynyl)-4,4-difluoro-3-methyl-pyrrolidine-1-carboxylic acid tert-butyl ester C(C)(C)(C)OC(=O)N1CC(C(C1)(F)F)(C)C#CC1=C(C=C2C(=NC=NC2=C1)NC1=C(C(=CC=C1)Cl)F)[N+](=O)[O-]